BrC1=CC=C(C=C1)N1C=NC(=C1)Cl (4-bromophenyl)-4-chloro-1H-imidazole